trans-N-[3-(4-cyclopropoxy-2-methoxypyridin-3-yl)-1-{[2-(trimethylsilyl)ethoxy]methyl}pyrrolo[2,3-b]pyridin-6-yl]-2-[(4-ethylpiperazin-1-yl)methyl]cyclopropane-1-carboxamide C1(CC1)OC1=C(C(=NC=C1)OC)C1=CN(C2=NC(=CC=C21)NC(=O)[C@H]2[C@@H](C2)CN2CCN(CC2)CC)COCC[Si](C)(C)C